2-(hydroxymethyl)-N,4-dimethylthiophene-3-carboxamide OCC=1SC=C(C1C(=O)NC)C